2-{4-[(2-{3-[(4-methanesulfonyl-2-methoxyphenyl)amino]prop-1-yn-1-yl}-1-(2,2,2-trifluoroethyl)-1H-indol-4-yl)amino]piperidin-1-yl}ethyl 2-methylpropanoate CC(C(=O)OCCN1CCC(CC1)NC1=C2C=C(N(C2=CC=C1)CC(F)(F)F)C#CCNC1=C(C=C(C=C1)S(=O)(=O)C)OC)C